[Na+].OC=1C(=CC=C2C=CC=NC12)N=NC=1C=C(C=CC1)S(=O)(=O)[O-] 3-[(8-hydroxy-7-quinolinyl)azo]benzenesulfonic acid monosodium salt